C1=CC=C(C=C1)C(=O)NC(C(=O)O)O The molecule is an N-acyl-amino acid that is N-benzoylglycine substituted by a hydroxy group at C-2. It has a role as a human urinary metabolite. It is a N-acyl-amino acid, a secondary carboxamide and a N-acyl hemiaminal. It derives from a N-benzoylglycine.